2-(4,5-dichloro-3-methyl-6-oxopyridazin-1(6H)-yl)-N-(4-methyl-3-(N-(2-(pyridin-2-yl)ethyl)sulfamoyl)phenyl)propanamide ClC=1C(=NN(C(C1Cl)=O)C(C(=O)NC1=CC(=C(C=C1)C)S(NCCC1=NC=CC=C1)(=O)=O)C)C